Ethyl phenylpropionate C1(=CC=CC=C1)C(C(=O)OCC)C